4-(2-methoxyethoxy)benzoic acid COCCOC1=CC=C(C(=O)O)C=C1